BrC1=CC=C(C(=O)NC2=C(C3=CC=CC=C3C=C2)C2=C(C=CC=C2)O)C=C1 4-bromo-N-(1-(2-hydroxyphenyl)naphthalen-2-yl)benzamide